Phenyl[(dimethylfluorenyl)phenyl](phenyldibenzoselenophenyl)triazine C1(=CC=CC=C1)C1=C(C(=NN=N1)C1=C(C=CC=2[Se]C3=C(C21)C=CC=C3)C3=CC=CC=C3)C3=C(C=CC=C3)C3=C(C(=CC=2C1=CC=CC=C1CC32)C)C